3,5-dichloro-4-methoxybenzoate ClC=1C=C(C(=O)[O-])C=C(C1OC)Cl